NC=1SC2=C(N1)CCC=C2 2-amino-4,5-dihydrobenzo[D]thiazole